di(1-adamantanyl)-n-butyl-phosphonium iodide [I-].C12(CC3CC(CC(C1)C3)C2)[PH+](CCCC)C23CC1CC(CC(C2)C1)C3